(4-(isopropylthio)-3-nitrophenyl)acetamide Methyl-Acetyl-L-Tyrosinate CN([C@@H](CC1=CC=C(C=C1)O)C(=O)O)C(C)=O.C(C)(C)SC1=C(C=C(C=C1)CC(=O)N)[N+](=O)[O-]